S(=O)(=O)(C1=CC=C(C)C=C1)OC[C@H](C)O[C@H](COS(=O)(=O)C1=CC=C(C=C1)C)C.C(C)(C)(C)C12C=NCCC1N=C(S2)C2=C(C(=CC=C2)C2=C1CCNC1=CC=C2)C tert-butyl-2-(3-(indolin-4-yl)-2-methylphenyl)-3a,6,7,7a-tetrahydrothiazolo[5,4-c]pyridine (S)-2-(((S)-1-tosyloxypropan-2-yl)oxy)propyl-4-methylbenzene-sulfonate